C(C)(=O)O.CCCCCCCCCC\C=C/CC (Z)-11-tetradecene acetate